N-(2-bromophenyl)-4-(3-(difluoromethyl)-1-methyl-1H-pyrazol-4-yl)thiazole BrC1=C(C=CC=C1)N1CSC=C1C=1C(=NN(C1)C)C(F)F